(4-Amino-phenyl)-(5-hydroxy-3-methyl-3H-benzo[e]indol-2-yl)-methanone NC1=CC=C(C=C1)C(=O)C=1N(C=2C=C(C3=C(C2C1)C=CC=C3)O)C